2-(4-nitrophenyl)pyrrolidine 1,2-dihexoyl-sn-glycero-3-phosphate choline OCC[N+](C)(C)C.C(CCCCC)(=O)OC[C@@H](OC(CCCCC)=O)COP(=O)(O)O.[N+](=O)([O-])C1=CC=C(C=C1)C1NCCC1